3-(4-fluoro-3-methylphenyl)-1H-pyrazole hydrochloride Cl.FC1=C(C=C(C=C1)C1=NNC=C1)C